C(C)(C)C1=NC(=CC(=C1NC(=O)NS(=O)(=N)C=1C=NN2C1OCCC2)C(C)C)OC N-((2,4-diisopropyl-6-methoxypyridin-3-yl)carbamoyl)-6,7-dihydro-5H-pyrazolo[5,1-b][1,3]oxazine-3-sulfonimidamide